imidazol-1-ylpiperidine-2,6-dione N1(C=NC=C1)N1C(CCCC1=O)=O